Cl.FC1(O[C@H]([C@H](NC1)C(NC1=NC=C(N=C1)C(F)(F)F)([2H])[2H])C)F N-(((2S,3R)-6,6-difluoro-2-methylmorpholin-3-yl)methyl-d2)-5-(trifluoromethyl)pyrazin-2-amine hydrochloride